CC1(C(NCCN1C(=O)C=1C2=C(N(N1)C1=NC=CC=C1)C=1C=C(C=CC1CS2)C=2C=NC=CC2)=O)C 3,3-dimethyl-4-[1-(2-pyridyl)-8-(3-pyridyl)-5H-isothiochromeno[4,3-c]pyrazole-3-carbonyl]piperazin-2-one